FC(S(=O)(=O)S(=O)(=O)[O-])(F)F trifluoromethanesulfonyl-sulfonate